FC(S(=O)(=O)O[C@H](C(=O)OCC)C)(F)F ethyl (S)-2-{[(trifluoromethyl)sulfonyl]oxy}propanate